4-bromo-7-nitroquinoline BrC1=CC=NC2=CC(=CC=C12)[N+](=O)[O-]